N-(3-(5-chloro-1H-indol-3-yl)propyl)-4-(3-(1-methylpiperidin-4-yl)propoxy)benzenesulfonamide ClC=1C=C2C(=CNC2=CC1)CCCNS(=O)(=O)C1=CC=C(C=C1)OCCCC1CCN(CC1)C